O[C@H]1[C@@H](CCCC1)N1C(C2=CC(=CC=C2C1)CC=1C=NC(=CC1)C=1C=NN(C1)C)=O (trans-2-hydroxycyclohexyl)-6-((6-(1-methyl-1H-pyrazol-4-yl)pyridin-3-yl)methyl)isoindolin-1-one